NC1=C(C(=O)OC)C=C(C(=C1)OC)OC(C)(C)C1=C(C=NC=C1)C methyl 2-amino-4-methoxy-5-{[2-(3-methylpyridin-4-yl)prop-2-yl]-oxy}benzoate